BrC=1C=C(C=NC1)C1=NC(=NC=C1)NC1=CC(=CC=C1C)N N1-(4-(5-Bromopyridin-3-yl)pyrimidin-2-yl)-6-methylbenzene-1,3-diamine